4-{[3-(4-{[(3R,4R)-3-fluoro-1-methylpiperidin-4-yl]amino}-1-(2,2,2-trifluoroethyl)-1H-indol-2-yl)prop-2-yn-1-yl]amino}-3-methoxybenzoic acid F[C@@H]1CN(CC[C@H]1NC1=C2C=C(N(C2=CC=C1)CC(F)(F)F)C#CCNC1=C(C=C(C(=O)O)C=C1)OC)C